C(C)(C)(C)OC(=O)N1N=C(C(=C1)C=1N(C=CN1)C)C1CC1 3-cyclopropyl-4-(1-methyl-1H-imidazol-2-yl)-1H-pyrazole-1-carboxylic acid tert-butyl ester